[Rh]=O Rhodium oxide